C(C)(C)(C)OC(=O)N1[C@H](C[C@@H](C1)CC=1SC(=C(C1)Br)Br)C(N[C@H](C(=O)NCC=1C(=NC(=CC1)N)C)C)=O (2R,4R)-2-(((S)-1-(((6-amino-2-methylpyridin-3-yl)methyl)amino)-1-oxoPropan-2-yl)carbamoyl)-4-((4,5-dibromothien-2-yl)methyl)pyrrolidine-1-carboxylic acid tert-butyl ester